C1(CC1)CC1=C(C(=NN1C=1SC=CN1)C1=CC(=CC=C1)C#CC=1SC(=CC1C)C)CC1=CC(=C(C=C1)S(N)(=O)=O)F 2-(5-(cyclopropylmethyl)-3-(3-((3,5-dimethylthiophen-2-yl)ethynyl)phenyl)-4-(3-fluoro-4-sulfamoylbenzyl)-1H-pyrazol-1-yl)thiazole